1-(3-(cyclopropylcarbamoyl)-8-((4-methoxybenzyl)(methyl)amino)imidazo[1,2-b]pyridazin-6-yl)-1H-indole-3-carboxylic acid C1(CC1)NC(=O)C1=CN=C2N1N=C(C=C2N(C)CC2=CC=C(C=C2)OC)N2C=C(C1=CC=CC=C21)C(=O)O